BrC1=C2C(=NN(C2=CC=C1)CC1=CC=C(C=C1)OC)C#N 4-bromo-1-(4-methoxybenzyl)-1H-indazole-3-carbonitrile